ClC1=C(C=CC=C1)C1=CC(=CC(N1)=O)C1=C2C(=NC=C1)NC(=C2)C2=CN=CO2 6-(2-chlorophenyl)-4-(2-oxazol-5-yl-1H-pyrrolo[2,3-b]pyridin-4-yl)-1H-pyridin-2-one